sodium octafluorobutanesulfonate FC(C(C(C(S(=O)(=O)[O-])(F)F)(F)F)(F)F)F.[Na+]